Heptadecan-9-yl 8-((3-((5-amino-1,2,4-oxadiazol-3-yl)amino)propyl)(8-oxo-8-(undecan-3-yloxy)octyl)amino)octanoate NC1=NC(=NO1)NCCCN(CCCCCCCC(=O)OC(CCCCCCCC)CCCCCCCC)CCCCCCCC(OC(CC)CCCCCCCC)=O